C(N)(=N)C1=CC=C(C=N1)CC(=O)N (6-carbamimidoylpyridin-3-yl)acetamide